CN1[C@@H](CCC1)C1=CC=2C=NC(=CC2N1COCC[Si](C)(C)C)N 2-[(2S)-1-methylpyrrolidin-2-yl]-1-{[2-(trimethylsilyl)ethoxy]methyl}pyrrolo[3,2-c]pyridin-6-amine